3-(p-sulfonatoanilino)-1,2-propylene glycol S(=O)(=O)([O-])C1=CC=C(NCC(CO)O)C=C1